C(C)(C)(C)OC(=O)N1[C@H]([C@H](CCC1)N)CC1=C(C(=CC=C1)Br)F (2s,3s)-3-amino-2-(3-bromo-2-fluorobenzyl)piperidine-1-carboxylic acid tert-butyl ester